4-(3-methoxyphenyl)-10,10-dimethyl-9-oxo-1-oxa-4-azaspiro[5.5]undecane-8-carbonitrile COC=1C=C(C=CC1)N1CCOC2(C1)CC(C(C(C2)(C)C)=O)C#N